C(C)SC(CC1CC(=CC(C1)=O)O)C 5-(2-ethylsulfanyl-propyl)-3-hydroxycyclohex-2-en-1-one